2-(p-methoxymethyl-phenyl)-2-ethoxyhexyl cinnamate C(C=CC1=CC=CC=C1)(=O)OCC(CCCC)(OCC)C1=CC=C(C=C1)COC